p-vinylbenzyl-pyridine C(=C)C1=CC(=NC=C1)CC1=CC=CC=C1